FC1=C(C=CC(=C1)C(C)(C)O)C=1C=C(SC1)B(O)O (4-(2-Fluoro-4-(2-hydroxypropan-2-yl)phenyl)thiophen-2-yl)boronic acid